C(CCC)N(C1=NC(=CC(=N1)NC1=CC2=C(C=N1)C=NN2C(C)C)N2CCCC2)C N2-butyl-N2-methyl-N4-[1-(propan-2-yl)-1H-pyrazolo[4,3-c]pyridin-6-yl]-6-(pyrrolidin-1-yl)pyrimidine-2,4-diamine